2-ethylbenzisoindoline-1,3-dione C(C)N1C(C2=C3C(=CC=C2C1=O)C=CC=C3)=O